C(C)OC(=O)C=1N=C(OC1C1=CC=CC=C1)C1=CC=C(C=C1)OC ethyl-2-(4-methoxyphenyl)-5-phenyloxazole-4-carboxylate